tert-butyl 3-[6-(3-amino-8-ethynyl-7-fluoro-1-isoquinolyl)-5-fluoro-3,4-dimethyl-2,7-naphthyridin-1-yl]-3,8-diazabicyclo[3.2.1]octane-8-carboxylate NC=1N=C(C2=C(C(=CC=C2C1)F)C#C)C=1C(=C2C(=C(N=C(C2=CN1)N1CC2CCC(C1)N2C(=O)OC(C)(C)C)C)C)F